4,5-dihydro-2H-furo[2,3-g]indazol-7-carboxamide N=1NC=C2CCC3=C(C12)C=C(O3)C(=O)N